N[C@H](CC(=O)O)CN1N=C(N=N1)C1=CC=C(C=C1)OCCC1=CC=CC=C1 (R)-3-amino-4-(5-(4-phenylethoxyphenyl)-2H-tetrazol-2-yl)butanoic acid